FC(C1=NN=C(O1)C1=CN=C(S1)CN(S(=O)(=O)CC)C1(CC1)C1=CC=CC=C1)F N-((5-(5-(difluoromethyl)-1,3,4-oxadiazol-2-yl)thiazol-2-yl)methyl)-N-(1-phenylcyclopropyl)ethanesulfonamide